(S)-1-cyano-N-(5-phenyl-1H-pyrazol-3-yl)pyrrolidine-3-carboxamide C(#N)N1C[C@H](CC1)C(=O)NC1=NNC(=C1)C1=CC=CC=C1